5-(2,4-difluorophenyl)-N-(4-((dimethylamino)methyl)phenyl)-4-(2-methoxyethoxy)-7H-pyrrolo[2,3-d]pyrimidin-2-amine FC1=C(C=CC(=C1)F)C1=CNC=2N=C(N=C(C21)OCCOC)NC2=CC=C(C=C2)CN(C)C